Methyl (2S,4S)-1-((2-(((R)-5-(((3S,5s)-1,1-difluorospiro[2.3]hexan-5-yl)amino)pentan-2-yl)oxy)-6-methylpyridin-3-yl)sulfonyl)-4-methoxypyrrolidine-2-carboxylate FC1(CC12CC(C2)NCCC[C@@H](C)OC2=NC(=CC=C2S(=O)(=O)N2[C@@H](C[C@@H](C2)OC)C(=O)OC)C)F